N-{(1S)-1-cyano-2-[(3S)-2-oxopyrrolidin-3-yl]ethyl}-N2-{[4-(4-methoxyphenyl)-1H-imidazol-2-yl]carbonyl}-4-methyl-L-leucinamide C(#N)[C@H](C[C@H]1C(NCC1)=O)NC([C@@H](NC(=O)C=1NC=C(N1)C1=CC=C(C=C1)OC)CC(C)(C)C)=O